2,6-Dihydroxyethyl-Aminotoluene OCCC(C1=CC=CC=C1O)N